The molecule is a 5-methyl-5-(4-phenoxyphenyl)-3-(phenylamino)-1,3-oxazolidine-2,4-dione that is the (active) (S)-enantiomer of famoxadone. It prevents spore germination and mycelial growth of sensitive fungi and is used in agriculture for the control of various fungal diseases. It has a role as a fungicide, an agrochemical, a mitochondrial cytochrome-bc1 complex inhibitor and a quinone outside inhibitor. It is an enantiomer of a (R)-famoxadone. C[C@@]1(C(=O)N(C(=O)O1)NC2=CC=CC=C2)C3=CC=C(C=C3)OC4=CC=CC=C4